(2S)-3-[3-[3-[(2S)-2-carboxy-2-[(3R)-1-methylpyrrolidin-3-yl]ethyl]anilino]phenyl]-2-[(3R)-1-methylpyrrolidin-3-yl]propanoic acid C(=O)(O)[C@@H](CC=1C=C(NC=2C=C(C=CC2)C[C@H](C(=O)O)[C@@H]2CN(CC2)C)C=CC1)[C@@H]1CN(CC1)C